N-((1S,2R)-2-aminocyclopentyl)-4-((3-(2,3-difluoro-4-methoxyphenyl)imidazo[1,2-a]pyrazin-8-yl)amino)-2-ethylbenzamide N[C@H]1[C@H](CCC1)NC(C1=C(C=C(C=C1)NC=1C=2N(C=CN1)C(=CN2)C2=C(C(=C(C=C2)OC)F)F)CC)=O